(8-((4-(butylamino)-3-(trifluoromethyl)-1H-pyrrolo[2,3-b]pyridin-6-yl)amino)-2,3-dihydrobenzo[b][1,4]dioxin-5-yl)(4-morpholinopiperidin-1-yl)methanone C(CCC)NC1=C2C(=NC(=C1)NC1=CC=C(C3=C1OCCO3)C(=O)N3CCC(CC3)N3CCOCC3)NC=C2C(F)(F)F